S1SC(=CC=C1)C(=O)C(OP(OC[C@@H](CO)O)(=O)[O-])C[N+](C)(C)C 1,2-dithiinoyl-sn-glycero-3-phosphocholine